5-bromo-2,3-lutidine BrC=1C=C(C(=NC1)C)C